6-(8-fluoro-2-methylimidazo[1,2-a]pyridin-6-yl)-N-methyl-N-(piperidin-4-yl)[1,3]thiazolo[4,5-c]pyridin-2-amine FC=1C=2N(C=C(C1)C1=CC3=C(C=N1)N=C(S3)N(C3CCNCC3)C)C=C(N2)C